1-methyl-4-(1-{[2-(trimethylsilyl)ethoxy]methyl}-1H-[1,2,3]triazolo[4,5-c]pyridin-6-yl)-1H-imidazole CN1C=NC(=C1)C1=CC2=C(C=N1)N=NN2COCC[Si](C)(C)C